N-(2-azaspiro[3.5]nonane-7-yl)sulfonylurea hydrochloride Salt Cl.C1NCC12CCC(CC2)S(=O)(=O)NC(=O)N